2-(3,4-dichlorophenyl)-1-ethyl-6-methyl-4-oxo-5-(2-trimethylsilylethynyl)pyridine-3-carboxylic acid ClC=1C=C(C=CC1Cl)C=1N(C(=C(C(C1C(=O)O)=O)C#C[Si](C)(C)C)C)CC